O1[C@@H](C1)COC1=CC=C(C=C1)CC(=O)N 4-[(2S)-2-oxiranylmethoxy]phenylacetamide